5-chloro-3-ethyl-N-((5-(trifluoromethyl)imidazo[1,2-a]pyridin-2-yl)methyl)pyrazolo[1,5-a]pyrimidin-7-amine ClC1=NC=2N(C(=C1)NCC=1N=C3N(C(=CC=C3)C(F)(F)F)C1)N=CC2CC